N1(C=NC2=C1C=CC=C2)C2=C(N=C1N2N=C(C=C1)Cl)C 3-(1H-benzimidazol-1-yl)-6-chloro-2-methylimidazo[1,2-b]pyridazine